bis-[3-(p-tert-butylphenylsulphonyloxy)phenyl]urea C(C)(C)(C)C1=CC=C(C=C1)S(=O)(=O)OC=1C=C(C=CC1)NC(NC1=CC(=CC=C1)OS(=O)(=O)C1=CC=C(C=C1)C(C)(C)C)=O